FC1=C(C(=NC=C1)O)CN1C(C2=CC=C(C=C2C=N1)S(=O)(=O)C1=CC=C(C=C1)OC)=O 2-((4-fluoro-2-hydroxypyridin-3-yl)methyl)-6-(4-methoxyphenylsulfonyl)phthalazin-1(2H)-one